7-(6-Carbamoylpyridin-2-yl)-N,N-diethyl-1-(4-(trifluoromethyl)phenyl)-1,2,3,5-tetrahydro-4H-benzo[e][1,4]diazepine-4-carboxamide C(N)(=O)C1=CC=CC(=N1)C1=CC2=C(N(CCN(C2)C(=O)N(CC)CC)C2=CC=C(C=C2)C(F)(F)F)C=C1